pyrimidin-2(1H)-one N1C(N=CC=C1)=O